tert-butyl ((3-(N-(isopropylcarbamoyl)sulfamoyl)-6,7-dihydro-5H-pyrazolo[5,1-b][1,3]oxazin-6-yl)methyl)carbamate C(C)(C)NC(=O)NS(=O)(=O)C=1C=NN2C1OCC(C2)CNC(OC(C)(C)C)=O